OC(C(=O)N1CCN(CC1)C=1C=NC(=CC1)NC=1SC=C(N1)C1=NC=CC=C1)(C)C 2-hydroxy-2-methyl-1-(4-(6-((4-(pyridin-2-yl)thiazol-2-yl)amino)pyridin-3-yl)piperazin-1-yl)propan-1-one